(3-(4-(2-(ethylamino)ethoxy)phenoxy)-6-hydroxybenzo[b]thiophene-2-yl)(3-fluorophenyl)methanone C(C)NCCOC1=CC=C(OC=2C3=C(SC2C(=O)C2=CC(=CC=C2)F)C=C(C=C3)O)C=C1